5-({[4-(aminomethyl)phenyl]methyl}(methyl)amino)-3-[1-(2,2-dimethylpropanoyl)-4-methyl-2-oxopyrrolidin-3-yl]-1-(3-hydroxy-2,2-dimethylpropanoyl)-1H-pyrazole-4-carbonitrile NCC1=CC=C(C=C1)CN(C1=C(C(=NN1C(C(CO)(C)C)=O)C1C(N(CC1C)C(C(C)(C)C)=O)=O)C#N)C